diethyl 5-(2-((acetoxymethyl)amino)-2-oxoethoxy)isophthalate C(C)(=O)OCNC(COC=1C=C(C=C(C(=O)OCC)C1)C(=O)OCC)=O